tert-Butyl N-[1-(bromomethyl)cyclopropyl]carbamate CC(C)(C)OC(=O)NC1(CC1)CBr